tert-butyl 4-(1-acetyl-1,2,3,6-tetrahydropyridin-4-yl)-12-fluoro-8,13-dihydro-[1,2,4]triazolo[4',3':1,6]pyrido[3,2-c]benzo[g][1,5]oxazonine-14(6H)-carboxylate C(C)(=O)N1CCC(=CC1)C1=CC=2COCC3=C(CN(C2N2C1=NN=C2)C(=O)OC(C)(C)C)C(=CC=C3)F